F[C@H]1[C@@H]2CC[C@H](C[C@H]1N(C1=CC=C(N=N1)C1=C(C=C3C=CN(C(C3=C1)=O)C)O)C)N2 7-(6-(((1S,2S,3R,5R)-2-fluoro-8-azabicyclo[3.2.1]octan-3-yl)(methyl)amino)pyridazin-3-yl)-6-hydroxy-2-methylisoquinolin-1(2H)-one